Cl.ClC1=NN2C(N=CC(=C2[C@H](C)OC)NC2=CC=C(C=C2)[C@@H](C(F)(F)F)N(C(=O)C2CNCC2)C)=N1 N-[(1S)-1-[4-({2-chloro-7-[(1S)-1-methoxyethyl]-[1,2,4]triazolo[1,5-a]pyrimidin-6-yl}amino)phenyl]-2,2,2-trifluoroethyl]-N-methylpyrrolidine-3-carboxamide hydrochloride